COCCOC1=CC=C2C(=N1)C(=CN2)NC([O-])=O [5-(2-methoxyethoxy)-1H-pyrrolo[3,2-b]pyridin-3-yl]carbamate